N[C@@H]1C2=CC=CC=C2CC12CCN(CC2)C=2NC(C1=C(N2)NN=C1C1=CSCC2=CC=CC=C12)=O (S)-6-(1-amino-1,3-dihydrospiro[indene-2,4'-piperidin]-1'-yl)-3-(1H-isothiochromen-4-yl)-1,5-dihydro-4H-pyrazolo[3,4-d]pyrimidin-4-one